N-((1-(4-(trifluoromethyl)phenyl)-1,2,3,4-tetrahydroquinolin-2-yl)methyl)propionamide FC(C1=CC=C(C=C1)N1C(CCC2=CC=CC=C12)CNC(CC)=O)(F)F